3-(1H-benzimidazole-2-carbonyl)-3,4-diethoxyphenyl-5-isopropyl-spiro[indene-2,2'-pyrrolidine]-1,3-dione N1C(=NC2=C1C=CC=C2)C(=O)C2(CC(=CC=C2OCC)N2C1(CCC2)C(C2=CC=C(C=C2C1=O)C(C)C)=O)OCC